FC(C1=CC=CC=C1S(=O)(=O)N)(F)F 6-(trifluoromethyl)-benzenesulfonamide